O=C1NC(CCC1NC1=CC=C(C=C1)C1CCN(CC1)CCN1CCC(CC1)C(=O)O)=O 1-(2-(4-(4-((2,6-dioxopiperidin-3-yl)amino)phenyl)piperidin-1-yl)ethyl)piperidine-4-carboxylic acid